BrC1=CC(=NC(=C1C(=O)O)Cl)Cl 4-bromo-2,6-dichloronicotinic acid